C(C)(C)(C)OC(=O)N[C@H](CCC(=O)O)C(=O)O N-(tert-butoxycarbonyl)-D-glutamic acid